1-methylpiperidin-4-yl 2-(diethoxyphosphoryl)-4-oxo-4-(((S)-1-(4-(trifluoromethyl)phenyl)ethyl)amino)butanoate C(C)OP(=O)(OCC)C(C(=O)OC1CCN(CC1)C)CC(N[C@@H](C)C1=CC=C(C=C1)C(F)(F)F)=O